(S)-1-(3-Chlorophenyl)-2-(4-Chlorophenyl)-2-((4-methoxyphenyl)amino)ethane-1-one ClC=1C=C(C=CC1)C([C@@H](NC1=CC=C(C=C1)OC)C1=CC=C(C=C1)Cl)=O